BrC1=C(C=C(C=C1)[C@@H](C)N(C(=O)N[C@H](CC)CCC(F)(F)F)CC)C=1C=CC=2N(C1)C=CN2 1-((R)-1-(4-bromo-3-(imidazo[1,2-a]pyridin-6-yl)phenyl)ethyl)-1-ethyl-3-((R)-6,6,6-trifluorohexan-3-yl)urea